myristyl ether phosphate salt P(=O)(O)(O)O.C(CCCCCCCCCCCCC)OCCCCCCCCCCCCCC